3-(3-((4-(4-(6-hydroxy-2-phenyl-1,2,3,4-tetrahydronaphthalen-1-yl)phenyl)piperazin-1-yl)methyl)phenyl)piperidine-2,6-dione OC=1C=C2CCC(C(C2=CC1)C1=CC=C(C=C1)N1CCN(CC1)CC=1C=C(C=CC1)C1C(NC(CC1)=O)=O)C1=CC=CC=C1